CN(C)C1=CC=C(C=C1)C(=O)NCCCCCCC(=O)NO N-hydroxy-7-(4-dimethylaminobenzoyl)-aminoheptanamide